aminoethyl methacrylate (aminoethyl methacrylate) NCCC=C(C(=O)O)C.C(C(=C)C)(=O)OCCN